N[C@H]1[C@@H]2N(C[C@H]1CC2)C(=O)C2=CC1=C(N(C(=N1)C1=CC=3C(=NC(=CC3)C3=C(C=C(C=C3)O)Cl)N1CC1CC1)C)C(=C2)OC 4-(2-{5-[(1R,4R,7R)-7-amino-2-azabicyclo[2.2.1]heptane-2-carbonyl]-7-methoxy-1-methyl-1H-1,3-benzodiazol-2-yl}-1-(cyclopropylmethyl)-1H-pyrrolo[2,3-b]pyridin-6-yl)-3-chlorophenol